CN1C(=NC2=C1C=C(C(=C2)C2=CC=CN1C(=CC=C21)C(=O)C2=CC(=C(C(=C2)F)NC(\C=C\CNC(CF)(C)C)=O)F)C(F)(F)F)C (E)-N-(4-(8-(1,2-dimethyl-6-(trifluoromethyl)-1H-benzo[d]imidazol-5-yl)indolizine-3-carbonyl)-2,6-difluorophenyl)-4-((1-fluoro-2-methylpropan-2-yl)amino)but-2-enamide